C(C=C)(=O)N1C[C@@H](N(CC1)S(=O)(=O)C([2H])([2H])[2H])C1=CC(=NC(=C1)Cl)C1=CC(=NC=N1)C(=O)NC([2H])([2H])[2H] (S)-6-(4-(4-acryloyl-1-((methyl-d3)sulfonyl)piperazin-2-yl)-6-chloropyridin-2-yl)-N-(methyl-d3)pyrimidine-4-carboxamide